O[C@@H]1[C@@H](CCC2=C1N=C(S2)C(=O)NC)[C@@H]2N1C(C3=CC=CC=C23)=CN=C1 (4R,5S)-4-hydroxy-5-((S)-5H-imidazo[5,1-a]isoindol-5-yl)-N-methyl-4,5,6,7-tetrahydrobenzo[d]thiazole-2-carboxamide